N-(3-(4-(allyloxy)piperidin-1-yl)-4-(4-(2-(3-vinylpiperidin-1-yl)pyridin-4-yl)-1H-pyrazol-1-yl)phenyl)cyclopropanesulfonamide C(C=C)OC1CCN(CC1)C=1C=C(C=CC1N1N=CC(=C1)C1=CC(=NC=C1)N1CC(CCC1)C=C)NS(=O)(=O)C1CC1